6-(2,8-dimethylimidazo[1,2-b]pyridazin-6-yl)-2-(piperidin-3-yl)isoquinolin-1(2H)-one CC=1N=C2N(N=C(C=C2C)C=2C=C3C=CN(C(C3=CC2)=O)C2CNCCC2)C1